C(C1=CC=CC=C1)OC1=C(C(=O)N(C2=CC=C(C=C2)OC)CC2=CC=C(C(=O)O)C=C2)C=C(C(=C1)OCC1=CC=CC=C1)C(C)C 4-((2,4-bis(benzyloxy)-5-isopropyl-N-(4-methoxyphenyl)benzamido)methyl)benzoic acid